NCCNC(=O)C=1C=C(C=CC1N1[C@@H](CN(CC1)C(=O)C=1C(=CC(=CC1)F)C1=CC=C(C=C1)CN)CC)C1=C(C=CC=C1)OCC (R)-N-(2-aminoethyl)-4-(4-(4'-(aminomethyl)-5-fluoro-[1,1'-biphenyl]-2-carbonyl)-2-ethylpiperazin-1-yl)-2'-ethoxy-[1,1'-biphenyl]-3-carboxamide